C(C)(C)C1=NC=2CCCCC2C(=N1)NC=1N=CN(C1)C1=CC(=C(C(=C1)OC)OC)OC 2-isopropyl-N-(1-(3,4,5-trimethoxyphenyl)-1H-imidazol-4-yl)-5,6,7,8-tetrahydroquinazolin-4-amine